C(C)(C)(C)OC(CC1(CCN(CC1)C1=C(C=C(C(=C1)Cl)NC1C(NC(CC1)=O)=O)Cl)O)=O [1-[2,5-dichloro-4-[(2,6-dioxo-3-piperidyl)amino]phenyl]-4-hydroxy-4-piperidyl]acetic acid tert-butyl ester